CS(=O)(=O)N1CCN(CC1)CCC(=O)N 3-(4-methanesulfonylpiperazin-1-yl)propanamide